9-(4-(2-(2-ethoxyethoxy)ethoxy)phenyl)-N3,N3-bis(4-methoxyphenyl)-9H-carbazole-3,6-diamine C(C)OCCOCCOC1=CC=C(C=C1)N1C2=CC=C(C=C2C=2C=C(C=CC12)N(C1=CC=C(C=C1)OC)C1=CC=C(C=C1)OC)N